CN(C(C(=C)C)=O)C1=C(C=C(C=C1)C#C)C#N N-methyl-N-(2-cyano-4-ethynylphenyl)-methacrylamide